C(CCC)C1=NC2(C(N1CC1=CC(=C(C=C1)C=1C(=CC=CC1)S(=O)(=O)NC1=NOC(=C1C)C)COCC)=O)CN(CCC2)C(=O)C2CCCC2 4'-((2-butyl-7-(cyclopentanecarbonyl)-4-oxo-1,3,7-triazaspiro[4.5]dec-1-en-3-yl)methyl)-N-(4,5-dimethylisoxazol-3-yl)-2'-(ethoxymethyl)-[1,1'-biphenyl]-2-sulfonamide